methyl-1-(3-(4-cyclopropylphenyl)oxetan-3-yl)-4-(propan-1-yn-1-yl)-1H-indazole-7-carboxylic acid CC1=NN(C2=C(C=CC(=C12)C#CC)C(=O)O)C1(COC1)C1=CC=C(C=C1)C1CC1